ClC=1C=C(C=CC1F)NC(=O)C=1C2=C(C=NC1)[C@@H](CC2)NS(=O)(=O)C2CC2 |r| racemic-N-(3-chloro-4-fluorophenyl)-7-(cyclopropanesulfonamido)-6,7-dihydro-5H-cyclopenta[c]pyridine-4-carboxamide